3-(difluoromethyl)spiro[5,7-dihydrocyclopenta[b]pyridine-6,4'-piperidine] FC(C=1C=C2C(=NC1)CC1(CCNCC1)C2)F